C(C1=CC=CC=C1)OC=1C=C2C(=C(NC2=CC1)C1=C(C=C(C=C1)OC)C)F 5-(benzyloxy)-3-fluoro-2-(4-methoxy-2-methylphenyl)-1H-indole